COC(=O)C=1N=NN2C1C=C(C=C2)C(F)(F)F 5-(trifluoromethyl)triazolo[1,5-a]pyridine-3-carboxylic acid methyl ester